2-(4'-bromo-2'-methoxy-[1,1'-biphenyl]-4-yl)-3,5,7,8-tetrahydro-4H-thiopyrano[4,3-d]pyrimidin-4-one BrC1=CC(=C(C=C1)C1=CC=C(C=C1)C=1NC(C2=C(N1)CCSC2)=O)OC